1-(2-chlorophenoxy)-3-(4-(3-trifluoromethylphenyl)piperazin-1-yl)propanol ClC1=C(OC(CCN2CCN(CC2)C2=CC(=CC=C2)C(F)(F)F)O)C=CC=C1